CC1=C(C(=CC=C1)C)N1C(C2=C(N(S1(=O)=O)C)C=CC(=C2)C(=O)OC2=CC(CCC2)=O)=O 3-Oxocyclohex-1-en-1-yl 3-(2,6-dimethylphenyl)-1-methyl-4-oxo-3,4-dihydro-1H-benzo[c][1,2,6]thiadiazine-6-carboxylate 2,2-dioxide